3-(3,5-difluorophenyl)-4,5-dihydro-1H-benzo[g]indole-2-carboxylic Acid FC=1C=C(C=C(C1)F)C1=C(NC=2C3=C(CCC12)C=CC=C3)C(=O)O